C(C)(C)NC(=O)C1=CC2=C(N(C=N2)C(C)C2=CC=C(C=C2)C)C=C1 N-isopropyl-1-(1-(p-tolyl)ethyl)-1H-benzo[d]imidazole-5-carboxamide